2-(2-chloro-6-cyclopropylpyridin-4-yl)acetic acid methyl ester COC(CC1=CC(=NC(=C1)C1CC1)Cl)=O